COC1=CC(=CC2=C1OCO2)C2NC=1C=CC3=C(C1C=1CC(CC(C21)=O)(C)C)C=CC=C3 5-(7-methoxybenzo[d][1,3]dioxol-5-yl)-2,2-dimethyl-2,3,5,6-tetrahydrobenzo[a]phenanthridin-4(1H)-one